ClC1=NC(=CC(=C1)C=1CCN(CC1)CC1CC1)Cl 2',6'-Dichloro-1-(cyclopropylmethyl)-3,6-dihydro-2H-4,4'-bipyridine